C(C=C)(=O)N1C[C@@H](N(C[C@H]1C)C1=NC(N2C3=C(C(=C(C=C13)Cl)C1=C(C=C(C=C1)F)F)OC[C@H]2CCCN2C[C@H](CC2)OC)=O)C (3R)-7-((2S,5R)-4-acryloyl-2,5-dimethylpiperazin-1-yl)-9-chloro-10-(2,4-difluorophenyl)-3-(3-((S)-3-methoxypyrrolidin-1-yl)propyl)-2,3-dihydro-5H-[1,4]oxazino[2,3,4-ij]quinazolin-5-one